3-(2-Chloro-6-methyl-4-pyridyl)-2-(3-cyanophenyl)-N-[(3-hydroxypyrrolidin-3-yl)methyl]pyrazolo[1,5-a]pyrimidine-5-carboxamide ClC1=NC(=CC(=C1)C=1C(=NN2C1N=C(C=C2)C(=O)NCC2(CNCC2)O)C2=CC(=CC=C2)C#N)C